3-[4-bromo-2-(2-trimethylsilylethoxymethyl)indazol-3-yl]-N-methyl-propan-1-amine BrC=1C2=C(N(N=C2C=CC1)COCC[Si](C)(C)C)CCCNC